N1=C2C(=CC=C1)CNC=C2 6H-pyrido[4,3-b]pyridine